4-(bromomethyl)-1,3-dichlorobenzene BrCC1=C(C=C(C=C1)Cl)Cl